(benzyloxy)-1-bromo-2-fluorobenzene C(C1=CC=CC=C1)OC=1C(=C(C=CC1)Br)F